(5-methyl-2-(tetrahydro-2H-pyran-4-yl)thiazol-4-yl)methanol CC1=C(N=C(S1)C1CCOCC1)CO